C(C)OC(COC1=CC(=C(C=C1)N1C(NC(CC1)=O)=O)C)OCC 1-(4-(2,2-diethoxyethoxy)-2-methylphenyl)dihydropyrimidine-2,4(1H,3H)-dione